3-hydroxypropyl 2-(3,5-dichlorophenyl)benzo[d]oxazole-6-carboxylate ClC=1C=C(C=C(C1)Cl)C=1OC2=C(N1)C=CC(=C2)C(=O)OCCCO